2-(1-Acetylpiperidin-3-yl)-N-(5-chloro-4-(5,5-dimethyl-5,6-dihydro-4H-pyrrolo[1,2-b]pyrazol-3-yl)pyrazol-2-yl)acetamide C(C)(=O)N1CC(CCC1)CC(=O)NN1N=C(C(=C1)C1=C2N(N=C1)CC(C2)(C)C)Cl